C(C)(=O)O[C@@H]1[C@@H]([C@H]2N=C(S[C@H]2O[C@@H]1COC(C)=O)C)OC(C)=O (3aR,5R,6R,7R,7aR)-5-(acetoxymethyl)-2-methyl-3a,6,7,7a-tetrahydro-5H-pyrano[3,2-d]thiazole-6,7-diyl diacetate